2-Fluoro-5-((6-fluoro-1-(phenylsulfonyl)-4-((1-(tetrahydro-2H-pyran-2-yl)-1H-pyrazol-4-yl)methyl)-1H-indol-5-yl)oxy)benzonitrile FC1=C(C#N)C=C(C=C1)OC=1C(=C2C=CN(C2=CC1F)S(=O)(=O)C1=CC=CC=C1)CC=1C=NN(C1)C1OCCCC1